C(CCCCCCCCCCC)NC(=O)N(CC)CC N-dodecyl-N',N'-diethylurea